ClC=1C=CC=C2[C@H](CCOC12)NC(=O)NC=1N=C(SC1)C(C)O 1-[(4S)-8-chlorochroman-4-yl]-3-[2-(1-hydroxyethyl)thiazol-4-yl]urea